tert-butyl 4-(2-{2-methylimidazo[1,2-a]pyridin-6-yl}thieno[2,3-d][1,3]thiazol-5-yl)piperidine-1-carboxylate CC=1N=C2N(C=C(C=C2)C=2SC3=C(N2)SC(=C3)C3CCN(CC3)C(=O)OC(C)(C)C)C1